Tert-butyl (2-(3-cyano-1-fluoronaphthalen-2-yl)ethyl)carbamate C(#N)C=1C(=C(C2=CC=CC=C2C1)F)CCNC(OC(C)(C)C)=O